(3(s)-methyl-1H-pyrazole-1-yl)methyl-formamide tert-butyl-4-[(3,4-dichloro-2-fluoro-6-hydroxyphenyl)[(2-methylpropane-2-sulfinyl)amino]methyl]piperidine-1-carboxylate C(C)(C)(C)OC(=O)N1CCC(CC1)C(NS(=O)C(C)(C)C)C1=C(C(=C(C=C1O)Cl)Cl)F.CC1=NN(C=C1)CNC=O